trans-N1-(5-(2,3-dimethyl-3H-imidazo[4,5-b]pyridin-5-yl)pyrrolo[2,1-f][1,2,4]triazin-2-yl)-N4-methylcyclohexane-1,4-diamine CC1=NC=2C(=NC(=CC2)C=2C=CN3N=C(N=CC32)N[C@@H]3CC[C@H](CC3)NC)N1C